C(#N)C1=CC(=C(COC=2SC=C(N2)C2=CCN(CC2)CC2=NC=3C(=NC(=CC3)C(=O)OCC)N2C[C@H]2OCC2)C=C1)F (S)-Ethyl 2-((4-(2-(4-Cyano-2-Fluorobenzyloxy)Thiazol-4-yl)-5,6-Dihydropyridin-1(2H)-yl)Methyl)-3-(Oxetan-2-ylMethyl)-3H-Imidazo[4,5-b]Pyridine-5-Carboxylate